Tert-Butyl 3-[3-(3,5-dimethylpyrazol-1-yl)-1-bicyclo[1.1.1]pentanyl]azetidine-1-carboxylate CC1=NN(C(=C1)C)C12CC(C1)(C2)C2CN(C2)C(=O)OC(C)(C)C